CN(C)CC1=CC=C(C=C1)N 4-amino-N,N-dimethylbenzylamine